N1=CC=C(C=C1)C=1C=C(C=CC1)C=1N=C(SC1)N 4-[3-(4-pyridinyl)phenyl]thiazol-2-amine